ω-aminohexanoic acid C(CCC(=O)O)CCN